3,4-dichloro-2-[(S)-hydroxy[1-[(3S)-pyrrolidine-3-carbonyl]azepan-4-yl]methyl]phenol ClC=1C(=C(C=CC1Cl)O)[C@H](C1CCN(CCC1)C(=O)[C@@H]1CNCC1)O